OC1=C(C=C(C=C1OC)\C=C\C1=CC=C(C=C1)OC)C(=O)C1(OC1)C (E)-(2-hydroxy-3-methoxy-5-(4-methoxystyryl)phenyl)(2-methyloxiran-2-yl)methanone